NC=1C(=CC=2N(C3=CC=CC=C3OC2C1)C)C(C)(C)O 2-(3-amino-10-methyl-10H-phenoxazin-2-yl)propan-2-ol